FC(OC=1C(=C(C=CC1)[C@@H](C)N[S@@](=O)C(C)(C)C)F)F (S)-N-((R)-1-(3-(difluoromethoxy)-2-fluorophenyl)ethyl)-2-methylpropane-2-sulfinylamine